C1(CC1)C=C1C(C=CC=C1)C(F)(F)F 1-(cyclopropylmethylene)-2-(trifluoromethyl)benzene